4-isopropenyl-7-methoxy-2-[[(3S)-3-methyl-1-piperidinyl]methyl]-1-(p-tolylsulfonyl)pyrrolo[2,3-c]pyridine C(=C)(C)C1=C2C(=C(N=C1)OC)N(C(=C2)CN2C[C@H](CCC2)C)S(=O)(=O)C2=CC=C(C=C2)C